CN1C(=C(C2=CC=CC=C12)NC1=CC(=CC=C1)C(F)(F)F)C(=O)N 1-methyl-3-((3-(trifluoromethyl)phenyl)amino)-1H-indole-2-carboxamide